C[C@@H]1NC(CC(C1)=O)C=1N=NN(C1)C (2S)-2-methyl-6-(1-methyltriazol-4-yl)piperidin-4-one